N1(N=NC2=C1N=CC=C2)OC(=[N+](C)C)N(C)C (7-Azabenzotriazol-1-yl)N,N,N',N'-tetramethyluronium